O=C1NC(=C(C=C1C(=O)N)C1=CC=C(C=C1)OCC=1C=NC(=NC1)OCC1COCC1)C(F)(F)F 2-oxo-5-(4-((2-((tetrahydrofuran-3-yl)methoxy)pyrimidin-5-yl)methoxy)phenyl)-6-(trifluoromethyl)-1,2-dihydropyridine-3-carboxamide